amino-5-((2-(1-(3-hydroxypropyl)-2-oxo-1,2-dihydropyridin-3-yl)ethyl)amino)-2,3-dimethylpyrazolo[1,5-a]pyrimidine-6-carbonitrile NC1=C(C(=NC=2N1N=C(C2C)C)NCCC=2C(N(C=CC2)CCCO)=O)C#N